C(C)(=O)C1=C(C2=C(N=C(N=C2)NC2=NC=C(C=C2)C2CCN(CC2)C=2C=NC(=CC2)CO)N(C1=O)C1CCCC1)C 6-acetyl-8-cyclopentyl-2-((5-(1-(6-(hydroxymethyl)pyridin-3-yl)piperidin-4-yl)pyridin-2-yl)amino)-5-methylpyrido[2,3-d]pyrimidin-7(8H)-one